OC(COC1=CC(=NC(=C1)S(=O)(=O)C)NC1=CC(=NC=C1C1=NN(C=C1)C)NC(C)=O)C N-(4-((4-(2-hydroxypropoxy)-6-(methylsulfonyl)pyridin-2-yl)amino)-5-(1-methyl-1H-pyrazol-3-yl)pyridin-2-yl)acetamide